NC=1N=C(C=C2C=C(N=CC12)NC(=O)[C@H]1[C@@H](C1)C=1C=NN(C1)C)C1=C(C=CC=C1F)F (1R,2R)-N-[8-amino-6-(2,6-difluorophenyl)-2,7-diAza-naphthalen-3-yl]-2-(1-methyl-1H-pyrazol-4-yl)cyclopropane-1-carboxamide